ClC1=CC=C(C=C1)C1(CC1)C(=O)N1[C@@H]2CN([C@H](C1)C2)C2=C(C=CC=C2)/C=C/C(=O)NO (E)-3-(2-((1S,4S)-5-(1-(4-chlorophenyl)cyclopropane-1-carbonyl)-2,5-diazabicyclo[2.2.1]heptan-2-yl)phenyl)-N-hydroxyacrylamide